NC1=NC2=CC(=CC=C2C=C1Br)CC[C@@H]1[C@H]([C@H]([C@@H](C1)N1C2=C(C3=CC=CC=C13)C(=NC=N2)N)O)O (1S,2R,3S,5R)-3-(2-(2-Amino-3-bromoquinolin-7-yl)ethyl)-5-(4-amino-9H-pyrimido[4,5-b]indol-9-yl)cyclopentane-1,2-diol